4-(2-{octahydro-1H-pyrrolo[3,4-c]pyridin-5-yl}-5-{2-oxa-6-azaspiro[3.3]heptan-6-yl}pyrimidin-4-yl)benzonitrile C1NCC2CN(CCC21)C2=NC=C(C(=N2)C2=CC=C(C#N)C=C2)N2CC1(COC1)C2